CN1N=CC(=C1C(=O)O)C=1C=CC2=C(OCC(N2)=O)N1 1-methyl-4-(2-oxo-2,3-dihydro-1H-pyrido[2,3-b][1,4]oxazin-6-yl)-1H-pyrazole-5-carboxylic acid